(S,2R,5S)-N-(3-chloro-2,4,6-trifluorobenzyl)-8-hydroxy-2,5-dimethyl-7,9-dioxo-2,5,7,9-tetrahydro-1,6-methanopyrido[1,2-b][1,2,5]triazonine-10-carboxamide ClC=1C(=C(CNC(=O)C=2C(C(=C3N(N4[C@@H](C=C[C@@H](N(C3=O)C4)C)C)C2)O)=O)C(=CC1F)F)F